OCCNC(OC1CCC(CC1)C(N(CC12CCC(CC1)(CC2)C=2C=NC(=CC2)N(C)C)C2=CC(=CC=C2)C=2N=C(OC2)C2CC2)=O)=O 4-((3-(2-Cyclopropyloxazol-4-yl)phenyl) ((4-(6-(dimethylamino)pyridin-3-yl) bicyclo[2.2.2]octan-1-yl)methyl) carbamoyl)cyclohexyl trans-(2-hydroxyethyl)carbamate